N-(cyanomethyl)piperidine-1-sulfonamide C(#N)CNS(=O)(=O)N1CCCCC1